ethyl 2-amino-5-(2,2,2-trifluoroethyl)cyclopent-1-ene-1-carboxylate NC1=C(C(CC1)CC(F)(F)F)C(=O)OCC